6-((2-((3S,4R)-3-fluoro-4-hydroxy-3-methylpiperidin-1-yl)pyrimidin-4-yl)amino)-N-((3R,4S)-4-fluoropyrrolidin-3-yl)-4-isopropyl-2,7-naphthyridine-1-carboxamide trifluoroacetate FC(C(=O)O)(F)F.F[C@]1(CN(CC[C@H]1O)C1=NC=CC(=N1)NC=1C=C2C(=CN=C(C2=CN1)C(=O)N[C@@H]1CNC[C@@H]1F)C(C)C)C